OC(COCCCN1C=NC=C1)C[Si](OCCCC)(OCCCC)OCCCC 1-(2-hydroxy-3-tributoxysilylpropoxypropyl)-imidazole